[Cr](=O)([O-])[O-].C(C)(=O)[O-].C(C)(=O)[O-].[Cr+3].[Cr+3] dichromium diacetate chromite